ClC=1C=C(CN2C(N(C=3N=C(N(C3C2=O)C)NC2CC(CCC2)CO)C)=O)C=CC1Cl (±)-1-(3,4-dichlorobenzyl)-8-(3-(hydroxymethyl)cyclohexylamino)-3,7-dimethyl-1H-purine-2,6(3H,7H)-dione